C(C)(C)(C)OC(C(C(CCCCl)=C=O)O)=O 6-chloro-(5S)-hydroxy-3-carbonyl-hexanoic acid tert-butyl ester